(R)-(3-(2-((1-hydroxy-2-methylbutan-2-yl)amino)-5-(trifluoromethyl)pyrimidin-4-yl)-1H-indol-7-yl)dimethylphosphine oxide OC[C@](CC)(C)NC1=NC=C(C(=N1)C1=CNC2=C(C=CC=C12)P(C)(C)=O)C(F)(F)F